6-[6-(1,1-Difluoro-ethyl)-pyridin-2-yl]-N-isopropyl-[1,3,5]triazine-2,4-diamine FC(C)(F)C1=CC=CC(=N1)C1=NC(=NC(=N1)NC(C)C)N